ClC=1C=C(C=2N=C(N=CC2N1)N[C@@H]1CN(C[C@H](C1)F)C(=O)OC(C)(C)C)C (3S,5S)-tert-Butyl 3-((6-chloro-8-methylpyrido[3,2-d]pyrimidin-2-yl)amino)-5-fluoropiperidine-1-carboxylate